(1R,3S)-3-(3-{[(1-methyl-1H-pyrazol-4-yl)acetyl]amino}-1H-pyrazol-5-yl)cyclopentyl methyl[(2ξ)-4,4,4-trifluorobutan-2-yl]carbamate CN(C(O[C@H]1C[C@H](CC1)C1=CC(=NN1)NC(CC=1C=NN(C1)C)=O)=O)C(C)CC(F)(F)F